(2s,3s,4r,5r,6r)-2-(4-chloro-3-(4-ethoxyphenyl)phenyl)-6-((octanoyloxy)methyl)tetrahydro-2H-pyran ClC1=C(C=C(C=C1)[C@H]1O[C@H](CCC1)COC(CCCCCCC)=O)C1=CC=C(C=C1)OCC